C(C)(C)(C)OC(=O)N[C@H](C(=O)O)[C@@H]1CC[C@H](CC1)C (S)-2-((tert-Butoxycarbonyl)amino)-2-((trans)-4-methylcyclohexyl)acetic acid